FC1=NC=CC(=C1)OCC(=O)OCC ethyl 2-((2-fluoropyridin-4-yl)oxy)acetate